1-isobutyl-5-(1H-tetrazol-5-yl)-1H-indole-3-carbonitrile C(C(C)C)N1C=C(C2=CC(=CC=C12)C1=NN=NN1)C#N